C(C)(C)(C)OC(C[C@H](NC(OCC1C2=CC=CC=C2C=2C=CC=CC12)=O)C(N[C@H](C(N[C@H](C(=O)O)CC(OC(C)(C)C)=O)=O)CC(OC(C)(C)C)=O)=O)=O (5S,8S,11S)-5,8,11-tris(2-(tert-butoxy)-2-oxoethyl)-1-(9H-fluoren-9-yl)-3,6,9-trioxo-2-oxa-4,7,10-triazadodecan-12-oic acid